4-(4-chlorobenzoyl)phenoxy-2-methyl-propionic acid hydrochloride Cl.ClC1=CC=C(C(=O)C2=CC=C(OC(C(=O)O)(C)C)C=C2)C=C1